ClC1=C(C=C(C=C1)Cl)CNC(=O)C1=NOC(C1)C(=O)O 3-{[(2,5-dichlorophenyl)methyl]carbamoyl}-4,5-dihydro-1,2-oxazole-5-carboxylic acid